2-(benzo[d]Oxazol-2-yl)phenoxide O1C(=NC2=C1C=CC=C2)C2=C([O-])C=CC=C2